3-(9-((4-(aminomethyl)phenyl)carbamoyl)-4,5-dihydrobenzo[b]thieno[2,3-d]oxepin-8-yl)-6-(ethylcarbamoyl)picolinic acid NCC1=CC=C(C=C1)NC(=O)C1=CC2=C(OCCC3=C2SC=C3)C=C1C=1C(=NC(=CC1)C(NCC)=O)C(=O)O